4-(1,3-dithian-2-yl)-2-methoxy-phenyl cinnamate C(C=CC1=CC=CC=C1)(=O)OC1=C(C=C(C=C1)C1SCCCS1)OC